dihydro-[1,2,4]triazolo[1,5-a]pyrimidin-5(4H)-one N1CN=C2N1C=CC(N2)=O